tert-butyl-rel-(2R,3S)-2-({[4-(benzyloxy)cyclohexyl]oxy}methyl)-3-(hydroxymethyl)-3-nitropyrrolidine-1-carboxylate C(C)(C)(C)OC(=O)N1[C@H]([C@](CC1)([N+](=O)[O-])CO)COC1CCC(CC1)OCC1=CC=CC=C1 |o1:8,9|